OC1=CC=C(C=N1)C1=NC(=C(C=C1C)NC(=O)N[C@H]1[C@@H](CC(C2=CC=CC=C12)(C)C)O)C1CCOCC1 (6'-hydroxy-3-methyl-6-(tetrahydro-2H-pyran-4-yl)-[2,3'-bipyridin]-5-yl)-3-((1r,2r)-2-hydroxy-4,4-dimethyl-1,2,3,4-tetrahydronaphthalen-1-yl)urea